3-(1,2,3,5,6,7-hexahydro-s-indacen-4-yl)-1-[(1H-indol-5-yl)sulfamoyl]urea C1CCC2=C(C=3CCCC3C=C12)NC(NS(NC=1C=C2C=CNC2=CC1)(=O)=O)=O